F[C@H]1[C@H](C[C@@]2(CC[C@H]1N2)C)N(C=2N=CC(=NC2)C=2C=C1C=CN=CC1=CC2O)C 6-(5-(((1s,3s,4r,5r)-4-fluoro-1-methyl-8-azabicyclo[3.2.1]oct-3-yl)(methyl)amino)pyrazin-2-yl)isoquinolin-7-ol